O.C(CCC(=O)O)(=O)O.C1CC(C1)N.C1CC(C1)N.O cyclobutane-3-amine hemisuccinate monohydrate